tert-butyl ((6-methyl-5-((2-(2,2,2-trifluoroacetyl)-2-azaspiro[3.3]heptan-6-yl)oxy)pyridin-2-yl)methyl)carbamate CC1=C(C=CC(=N1)CNC(OC(C)(C)C)=O)OC1CC2(CN(C2)C(C(F)(F)F)=O)C1